C(C)OC1=C(C=CC=N1)F 6-ethoxy-5-fluoropyridin